2-((5-((2,3-dihydro-1H-inden-2-yl)amino)-1,3,4-thiadiazol-2-yl)methoxy)acetic acid C1C(CC2=CC=CC=C12)NC1=NN=C(S1)COCC(=O)O